S(=O)(=O)(C)CCC1=CC=C(C=C1)C1=CC(=CC=C1)C1=CC=CC=C1 4-(2-mesylethyl)-1,1':3',1''-terphenyl